water carbon nitrogen phosphorus [P].[N].[C].O